6-(4-(4-fluorophenyl)-1-(2-isopropoxy-ethyl)-1H-imidazol-5-yl)imidazo[1,2-b]pyridazine-3-carboxamide FC1=CC=C(C=C1)C=1N=CN(C1C=1C=CC=2N(N1)C(=CN2)C(=O)N)CCOC(C)C